BrC=1C=C2C(=NC=NC2=C(C1)Br)C1=CC=CC=C1 6,8-dibromo-4-phenylquinazoline